ClC=1C=C2C(=CN1)N(C(=C2)B(O)O)C([2H])([2H])[2H] 5-chloro-1-(methyl-d3)-1H-pyrrolo[2,3-c]pyridin-2-ylboronic acid